1-[4-[[3-(3-fluoro-4-methoxy-phenyl)imidazo[1,2-a]pyrazin-8-yl]amino]phenyl]pyrrolidin-2-one FC=1C=C(C=CC1OC)C1=CN=C2N1C=CN=C2NC2=CC=C(C=C2)N2C(CCC2)=O